4-oxo-4H-chromene-2-carboxylic acid ethyl ester C(C)OC(=O)C=1OC2=CC=CC=C2C(C1)=O